The molecule is an amino disaccharide consisting of two 2-acetamido-2-deoxy-D-glucopyranose residues joined by a (1->4) glycosidic bond. The stereochemistry at the anomeric centre of each D-GlcpNAc moiety is not stated. It is a partially-defined glycan, an amino disaccharide and a member of acetamides. CC(=O)N[C@@H]1[C@H]([C@@H]([C@H](OC1O[C@@H]2[C@H](OC([C@@H]([C@H]2O)NC(=O)C)O)CO)CO)O)O